bis[4,4-bis(trifluoromethyl)-3-oxatricyclo-[4.2.1.02,5]-nonylmethoxy-phenyl]phenyl-sulfonium FC(C1(OC2C3(CCC(C12)C3)COC3=C(C=CC=C3)[S+](C3=CC=CC=C3)C3=C(C=CC=C3)OCC31C2OC(C2C(CC3)C1)(C(F)(F)F)C(F)(F)F)C(F)(F)F)(F)F